C1(=CC=CC=C1)N N-phenyl-amine